3-(3-hydroxy-4-methoxyphenyl)prop-2-en-1-one OC=1C=C(C=CC1OC)C=CC=O